NC1CCN(CC1)C(CCCOC=1C=C(C=CC1)C1C(NC(CC1)=O)=O)=O 3-(3-(4-(4-aminopiperidin-1-yl)-4-oxobutoxy)phenyl)piperidine-2,6-dione